C(CCCCCCCC)OCCCCCCCCC n-nonylether